N-{2-[3-chloro-5-(trifluoromethyl)-2-pyridinyl]ethyl}-2-(trifluoromethyl)benzamide sodium-calcium [Ca].[Na].ClC=1C(=NC=C(C1)C(F)(F)F)CCNC(C1=C(C=CC=C1)C(F)(F)F)=O